5,5-difluoro-1-(4-(4-fluorophenyl)-2-hydroxycyclopentyl)piperidin-3-ylcarbamic acid tert-butyl ester C(C)(C)(C)OC(NC1CN(CC(C1)(F)F)C1C(CC(C1)C1=CC=C(C=C1)F)O)=O